FC(C(=O)C1=CC=CC=C1)O fluoro-2-hydroxyacetophenone